bis(trimethylsilyl)cyclopentadiene C[Si](C)(C)C1=C(C=CC1)[Si](C)(C)C